ethyl (R)-7-(7-chloro-10-(3-(4-chloro-3,5-dimethylphenoxy)propyl)-4-methyl-1-oxo-6-(1,3,5-trimethyl-1H-pyrazol-4-yl)-3,4-dihydropyrazino[1,2-a]indol-2(1H)-yl)-1H-indole-2-carboxylate ClC=1C=CC=2C(=C3N(C2C1C=1C(=NN(C1C)C)C)[C@@H](CN(C3=O)C=3C=CC=C1C=C(NC31)C(=O)OCC)C)CCCOC3=CC(=C(C(=C3)C)Cl)C